[(4S)-7-chloro-6-(3-fluoro-2-pyridyl)-4-methyl-8-(trifluoromethyl)-4H-[1,2,4]triazolo[1,5-a][1,4]benzodiazepin-2-yl]-[3-(trideuteriomethoxy)azetidin-1-yl]methanone ClC1=C(C=CC2=C1C(=N[C@H](C=1N2N=C(N1)C(=O)N1CC(C1)OC([2H])([2H])[2H])C)C1=NC=CC=C1F)C(F)(F)F